bis(2-fluoro-4-nitrophenyl) dibenzo[b,d]furan-3,7-dicarboxylate C1=CC(=CC=2OC3=C(C21)C=CC(=C3)C(=O)OC3=C(C=C(C=C3)[N+](=O)[O-])F)C(=O)OC3=C(C=C(C=C3)[N+](=O)[O-])F